COC(CCC1=C(C=C(C(=O)OC)C=C1)OC)(C1=CC=CC=C1)OC methyl 4-(3,3-dimethoxy-3-phenylpropyl)-3-methoxybenzoate